C(C=C)N1N(C2=NC(=NC=C2C1=O)SC)C1=NC=2C(CCCC2C=C1)(C)O 2-allyl-1-(8-hydroxy-8-methyl-6,7-dihydro-5H-quinolin-2-yl)-6-methylsulfanyl-pyrazolo[3,4-d]Pyrimidin-3-one